4-bromo-2-(dimethylcarbamoyl)-5-fluorophenyl dimethylcarbamate CN(C(OC1=C(C=C(C(=C1)F)Br)C(N(C)C)=O)=O)C